[NH+]1=CC=CC=C1.CC1=CC=C(C=C1)S(=O)(=O)[O-] p-toluenesulfonic acid pyridinium salt